C(CN(CC(=O)[O-])CC(=O)[O-])N(CC(=O)O)CC(=O)[O-].[NH4+].[NH4+].[NH4+] triammonium ethylenediaminetetraacetate